(3-((1H-pyrazolo[4,3-b]-pyridin-1-yl)methyl)bicyclo-[1.1.1]pentan-1-yl)(5-(3,5-difluorophenyl)-4,5-dihydro-1H-pyrazol-1-yl)methanone N1(N=CC2=NC=CC=C21)CC21CC(C2)(C1)C(=O)N1N=CCC1C1=CC(=CC(=C1)F)F